FC=1C=C(C=2N(C1)C(=C(N2)C#CCNC2=C(C=C(C(=O)NC)C=C2)OC)CC(F)(F)F)N[C@H]2[C@H](CN(CC2)C)F 4-{[3-(6-fluoro-8-{[(3S,4R)-3-fluoro-1-methylpiperidin-4-yl]amino}-3-(2,2,2-trifluoroethyl)imidazo[1,2-a]pyridin-2-yl)prop-2-yn-1-yl]amino}-3-methoxy-N-methylbenzamide